C1=C(C=CC2=CC(=CC=C12)C(=O)OCCC)C(=O)OCCC di-n-propyl 2,6-naphthalenedicarboxylate